Butyl 4-(4-(2-(2-aminopyridin-3-yl)-5-phenyl-3H-imidazo[4,5-b]pyridin-3-yl)benzyl)-2-methylpiperazine-1-carboxylate NC1=NC=CC=C1C1=NC=2C(=NC(=CC2)C2=CC=CC=C2)N1C1=CC=C(CN2CC(N(CC2)C(=O)OCCCC)C)C=C1